NC1=NC=CC2=CC=C(C=C12)N1N=C(C=C1C(F)(F)F)C(=O)OCC ethyl 1-(1-aminoisoquinolin-7-yl)-5-(trifluoromethyl)-1H-pyrazole-3-carboxylate